C(C)(C)(C)OC(N(CC#C)C1=C(C=C(C=C1)C(NCC(COC)O)=O)OC)=O.C(C1CO1)C1=C(C(=C(C(=C1C(C(F)(F)F)(C(F)(F)F)C1=CC=C(C=C1)OC1=CC(=CC=C1)N)CC1CO1)CC1CO1)OC1=CC(=CC=C1)N)CC1CO1 tetraglycidyl-2,2-bis[4-(3-aminophenoxy)phenyl]hexafluoropropane tert-butyl-N-[4-[(2-hydroxy-3-methoxy-propyl)carbamoyl]-2-methoxy-phenyl]-N-prop-2-ynyl-carbamate